C(C(C)(C)C)(=O)OCC[C@H]1OC2(O[C@@H]1C1=CC=CC=C1)CCCC2 2-((2R,3R)-3-phenyl-1,4-dioxaspiro[4.4]nonan-2-yl)ethyl pivalate